NC1=NC=C(C2=C1C(=CO2)C2=CC(=C(C=C2)NS(=O)(=O)C(F)F)OCC2=CC=C(C=C2)F)C=2C=NN(C2)C2CCOCC2 N-(4-(4-amino-7-(1-(tetrahydro-2H-pyran-4-yl)-1H-pyrazol-4-yl)furo[3,2-c]pyridin-3-yl)-2-((4-fluorobenzyl)oxy)phenyl)-1,1-difluoro-methanesulfonamide